3-((4-Aminobutyl)amino)-N-(4,5-dimethylthiazol-2-yl)-2-methylbenzamide NCCCCNC=1C(=C(C(=O)NC=2SC(=C(N2)C)C)C=CC1)C